(R,Z)-N-(1-(5-(4,4-difluoropiperidin-1-yl)-9-methyl-[1,2,4]triazolo[4,3-c]quinazolin-7-yl)ethylidene)-2-methylpropane-2-sulfinamide FC1(CCN(CC1)C1=NC=2C(=CC(=CC2C=2N1C=NN2)C)\C(\C)=N/[S@](=O)C(C)(C)C)F